tert-Butyl 6-(8-(benzo[d]thiazol-2-ylcarbamoyl)-3,4-dihydroisoquinolin-2(1H)-yl)-3-(3-((6-methoxy-6-oxohexyl)oxy)-2-methylphenyl)picolinate S1C(=NC2=C1C=CC=C2)NC(=O)C=2C=CC=C1CCN(CC21)C2=CC=C(C(=N2)C(=O)OC(C)(C)C)C2=C(C(=CC=C2)OCCCCCC(=O)OC)C